ClC=1C(=CC2=C(C(=C(CCO2)C=2C=C3C=CNC3=CC2)C2=CC=C(C=C2)O[C@@H]2CN(CC2)CCCF)C1)O 7-Chloro-5-[4-[(3S)-1-(3-fluoropropyl)pyrrolidin-3-yl]oxyphenyl]-4-(1H-indol-5-yl)-2,3-dihydro-1-benzoxepin-8-ol